lithium 7-(tert-butoxycarbonyl)-5,6,7,8-tetrahydroimidazo[1,5-a]pyrazine-3-carboxylate C(C)(C)(C)OC(=O)N1CC=2N(CC1)C(=NC2)C(=O)[O-].[Li+]